dibenzo[B,e][1,4]dioxan-1-yl-boronic acid C1(=CC=CC=2OC3=C(OC21)C=CC=C3)B(O)O